ACETIC ACID, 3,7-DIMETHYL-6-OCTENYL ESTER C(C)(=O)OCCC(CCC=C(C)C)C